C(CCC)P([O-])(=O)CCC1CCCCC1 butylcyclohexylethylphosphinate